C(C)(C)C1=NOC=C1C(=O)N 3-isopropylisoxazole-4-carboxamide